N-(3-fluoro-4-[{2-(5-[{(2-methoxyethyl)amino}methyl]pyridin-2-yl)thieno[3,2-b]pyridine-7-yl}oxy]phenyl)-2-(4-fluorophenyl)-3-oxo-2,3-dihydropyridazine-4-carboxamide FC=1C=C(C=CC1OC1=C2C(=NC=C1)C=C(S2)C2=NC=C(C=C2)CNCCOC)NC(=O)C=2C(N(N=CC2)C2=CC=C(C=C2)F)=O